CC1=C(C=CC=C1C(F)(F)F)COC1CN(C1)C(=O)N1C[C@@H]2[C@@H](OCC(N2)=O)CC1 (4aR,8aS)-6-[3-[[2-methyl-3-(trifluoromethyl)phenyl]methoxy]azetidine-1-carbonyl]-4,4a,5,7,8,8a-hexahydropyrido[4,3-b][1,4]oxazin-3-one